1-(4-(2-(2-fluoro-6-methylpyridin-4-yl)-3-isopropyl-1H-indol-5-yl)piperidin-1-yl)ethan-1-one FC1=NC(=CC(=C1)C=1NC2=CC=C(C=C2C1C(C)C)C1CCN(CC1)C(C)=O)C